methyl 2-(2-ethyl-7-oxo-spiro[5H-thieno[2,3-c]pyridine-4,1'-cyclopropane]-6-yl)acetate C(C)C1=CC2=C(C(N(CC23CC3)CC(=O)OC)=O)S1